2-fluoro-4-(4-methylpiperazin-1-yl)benzonitrile FC1=C(C#N)C=CC(=C1)N1CCN(CC1)C